C1([C@H](O)[C@@H](O)[C@H](O)[C@H](O1)CO)O[C@H]1[C@H](O[C@@H]([C@H]([C@@H]1O)O)CO)O[C@H]1[C@@H]([C@H](C(O)O[C@@H]1CO)O)O D-glucopyranosyl-(1→2)-α-D-glucopyranosyl-(1→4)-D-glucopyranose